N-(Azetidin-3-yl)-6-(2,8-dimethylimidazo[1,2-b]pyridazin-6-yl)-4-fluoro-N-methyl-1,3-benzothiazol-2-amin-Hydrochlorid Cl.N1CC(C1)N(C=1SC2=C(N1)C(=CC(=C2)C=2C=C(C=1N(N2)C=C(N1)C)C)F)C